FC1=C(CNC2=CC=C(C=C2)C)C=CC=C1 N-(2-fluorobenzyl)-4-methylaniline